FC1=C(C=CC(=C1)F)[C@@](CN1N=CN=C1)([C@@H](C)SSCC([2H])C1=CC=NC=C1)O (2R,3R)-2-(2,4-difluorophenyl)-3-((2-(pyridin-4-yl)ethyl-2-d)disulfanyl)-1-(1H-1,2,4-triazol-1-yl)butan-2-ol